C(C)(C)(C)OC(=O)N1C[C@H](CC1)[C@@H](C(=O)OC(C)(C)C)CC1=CC(=CC=C1)CN.C(C=C)(=O)N[2H] acrylamide-d tert-Butyl-(3R)-3-[(1S)-1-[[3-(aminomethyl)phenyl]methyl]-2-tert-butoxy-2-oxo-ethyl]pyrrolidine-1-carboxylate